2-(4-chloro-3-fluorobenzene-1-carbonyl)-8,8-dimethyl-7-oxo-2-azaspiro[3.5]non-5-ene-6-carbonitrile ClC1=C(C=C(C=C1)C(=O)N1CC2(C1)C=C(C(C(C2)(C)C)=O)C#N)F